2-(1-allylpyrazol-4-yl)-5-propyl-3-(2-trimethylsilylethoxymethyl)imidazo[2,1-b]purin-4-one C(C=C)N1N=CC(=C1)C1=NC=2N3C(N(C(C2N1COCC[Si](C)(C)C)=O)CCC)=NC=C3